4-((2,4-dioxo-3-(3-(trifluoromethyl)phenyl)-3,4-dihydroquinazolin-1(2H)-yl)methyl)-N-hydroxybenzamide O=C1N(C2=CC=CC=C2C(N1C1=CC(=CC=C1)C(F)(F)F)=O)CC1=CC=C(C(=O)NO)C=C1